C(C)(C)(C)C=1C(=C(C=C(C1)CCC(=O)OCCCCCCCC)N1N=C2C(=N1)C=CC(=C2)Cl)O 2-(3-tert-butyl-2-hydroxy-5-(2-octyloxycarbonyl-ethyl)phenyl)-5-chloro-2H-benzotriazole